FC1(C[C@@H](CC1)NC1=CC(=NC(=N1)N1CCOCC1)C=1C=C(C=CC1C)NC(=O)N1C[C@@H](CC1)CC(F)(F)F)F (3S)-N-[3-(6-[[(1R)-3,3-difluorocyclopentyl]amino]-2-(morpholin-4-yl)pyrimidin-4-yl)-4-methylphenyl]-3-(2,2,2-trifluoroethyl)pyrrolidine-1-carboxamide